(R,S)-2-((4-cyanophenyl)((8-methyl-4-oxochroman-7-yl)oxy)methyl)pyridine 1-oxide C(#N)C1=CC=C(C=C1)[C@H](C1=[N+](C=CC=C1)[O-])OC1=CC=C2C(CCOC2=C1C)=O